N-(1-(3-(4-Fluorophenyl)naphthalen-1-yl)cyclopropyl)-2-methyl-5-((1-methylazetidin-2-yl)methoxy)benzamide FC1=CC=C(C=C1)C=1C=C(C2=CC=CC=C2C1)C1(CC1)NC(C1=C(C=CC(=C1)OCC1N(CC1)C)C)=O